ethyl (4S)-4-((tert-butoxycarbonyl)amino)-2,2-difluoro-3-hydroxypentanoate C(C)(C)(C)OC(=O)N[C@H](C(C(C(=O)OCC)(F)F)O)C